C(CCC)N1N=C2C(NC=3C=CC=CC3C2=C1)=O 2-butyl-2,5-dihydro-4H-pyrazolo[3,4-c]quinolin-4-one